4-(4-cyclopropyl-3-methyl-5-oxo-4,5-dihydro-1H-1,2,4-triazol-1-yl)-5-fluoro-N-(2-fluorophenyl)-2-{[(2S)-1,1,1-trifluoropropan-2-yl]oxy}benzamide C1(CC1)N1C(=NN(C1=O)C1=CC(=C(C(=O)NC2=C(C=CC=C2)F)C=C1F)O[C@H](C(F)(F)F)C)C